5-chloro-3-iodo-2-((1-methyl-1H-pyrazol-4-yl)oxy)pyridine ClC=1C=C(C(=NC1)OC=1C=NN(C1)C)I